CC=1C=CC=C(C1)F 5-methylfluorobenzene